L-Leucinol hydrochloride Cl.N[C@@H](CC(C)C)CO